N-(3-cyano-1-methyl-4,5,6,7-tetrahydrothieno[3,2-c]pyridin-2-yl)-2-(4-(methylsulfonyl)phenyl)acetamide C(#N)C1=C(S(C2=C1CNCC2)C)NC(CC2=CC=C(C=C2)S(=O)(=O)C)=O